2-thioglucose O=C[C@H](S)[C@@H](O)[C@H](O)[C@H](O)CO